C(C1=CC=CC=C1)OC(=O)NC1(CN(C1)C(=O)OC(C)(C)C)C1=CC=CC2=CC=CC=C12 tert-Butyl 3-(((benzyloxy)carbonyl)amino)-3-(naphthalen-1-yl)azetidine-1-carboxylate